N-[2-[[2-[(2-methoxy-5-methylpyridin-4-yl)amino]-5-(trifluoromethyl)pyrimidin-4-yl]amino]-5-methylphenyl]prop-2-enamide COC1=NC=C(C(=C1)NC1=NC=C(C(=N1)NC1=C(C=C(C=C1)C)NC(C=C)=O)C(F)(F)F)C